C(C)[Si](OC[C@H]1[C@H]([C@@H]2[C@H](N1C(=O)OC)CCC2)N(C(C(F)(F)F)=O)CC2=CC=C(C=C2)OC)(CC)CC Methyl (2R,3S,3aS,6aR)-2-(((triethylsilyl)oxy)methyl)-3-(2,2,2-trifluoro-N-(4-methoxybenzyl)acetamido)hexahydrocyclopenta[b]pyrrole-1(2H)-carboxylate